Benzyl(2-cyclobutyloxy-5-isopropylphenyl)sulfane C(C1=CC=CC=C1)SC1=C(C=CC(=C1)C(C)C)OC1CCC1